(3R,11R)-6-fluoro-3,11-dimethyl-10-oxa-2,13,17,18,21-pentaazapentacyclo[13.5.2.18,11.04,9.018,22]tricosan-1(21),4,6,8,15(22),16,19-heptaen-14-one FC=1C=C2[C@H](NC=3C=CN4N=CC(C(NC[C@@]5(OC2=C(C1)C5)C)=O)=C4N3)C